N-((4-(3-(trifluoromethyl)phenyl)-4,5,6,7-tetrahydropyrazolo[1,5-a]pyrimidin-6-yl)methyl)acrylamide FC(C=1C=C(C=CC1)N1C=2N(CC(C1)CNC(C=C)=O)N=CC2)(F)F